racemic-4-(3-((2-(6-methoxypyridin-3-yl)-2,3-dihydrobenzo[b][1,4]dioxin-6-yl)methyl)-3H-imidazo[4,5-b]pyridin-6-yl)-2-methylbut-3-yn-2-amine COC1=CC=C(C=N1)[C@@H]1COC2=C(O1)C=CC(=C2)CN2C=NC=1C2=NC=C(C1)C#CC(C)(N)C |r|